4-(4,6-difluoro-2,3-dihydro-1H-indol-1-yl)cyclohexan-1-one FC1=C2CCN(C2=CC(=C1)F)C1CCC(CC1)=O